COC(=O)C1=CC=2C(=C(N=CC2)NCC2=C(C=C(C=C2)OC)OC)S1 7-((2,4-dimethoxybenzyl)amino)thieno[2,3-c]Pyridine-2-carboxylic acid methyl ester